C1CC12NC(CNC2)=O 4,7-diazaspiro[2.5]octan-5-one